C1(CCCC1)OC1=NC=CC=C1C1=CC(=C(C(=C1)F)/C=C/CN1CC(NS1(=O)=O)=O)F 5-[(E)-3-[4-[2-(cyclopentyloxy)-3-pyridyl]-2,6-difluoro-phenyl]allyl]-1,1-dioxo-1,2,5-thiadiazolidin-3-one